methyl-imidazopyridine CC1=NC2=C(C=CC=N2)N1